N1N=CC(=C1)C#N 1H-pyrazol-4-carbonitrile